ethyl-(3-(2-imino-4-oxothiazolidin-3-yl)-4-isopropylphenyl)carbamic acid tert-butyl ester C(C)(C)(C)OC(N(C1=CC(=C(C=C1)C(C)C)N1C(SCC1=O)=N)CC)=O